C(C1=CC=CC=C1)OC(=O)N1C(CC(CC1)CN[C@H]1[C@@H](C1)C1=CSC=C1)F fluoro-4-(((trans-2-(thiophen-3-yl)cyclopropyl)amino)methyl)piperidine-1-carboxylic acid benzyl ester